N,N-dicyclohexyl-selenourea C1(CCCCC1)N(C(=[Se])N)C1CCCCC1